N-(2,6-dichlorobenzoyl)-N'-(4-iodophenyl)urea ClC1=C(C(=O)NC(=O)NC2=CC=C(C=C2)I)C(=CC=C1)Cl